C(CCCCCCCCCCCCC)(=O)OCC(CO)O 2,3-dihydroxypropyl myristate